P(O)(O)O.C(CCCCCCCC)C=1C(=C(C=CC1)CCCCCCCCC)CCCCCCCCC tris-nonylbenzene phosphite